(3S,4r,5R)-4-fluoro-3,5-dimethylpiperidine hydrochloride Cl.FC1[C@H](CNC[C@H]1C)C